ClC1=C(C(=CC=C1)N1CCN(CC1)C(C)C)NC(=O)N1CCC(CC1)(C1=NOC(=N1)[C@@H]1[C@@H](C1)C)C N-{2-chloro-6-[4-(propan-2-yl)piperazin-1-yl]phenyl}-4-methyl-4-{5-[(1S,2R)-2-methylcyclopropyl]-1,2,4-oxadiazol-3-yl}piperidine-1-carboxamide